1-[(2,4-dimethoxyphenyl)methyl]-3-[(3R,4S)-3-fluoro-1-methylpiperidin-4-yl]-3-[(4-fluorophenyl)methyl]urea COC1=C(C=CC(=C1)OC)CNC(=O)N(CC1=CC=C(C=C1)F)[C@@H]1[C@@H](CN(CC1)C)F